cis-tert-butyl 1-(1-aminopropyl)-3-methyl-6-azabicyclo[3.1.1]heptane-6-carboxylate NC(CC)C12CC(CC(N1C(=O)OC(C)(C)C)C2)C